BrC=1C=C(C(=C(C1)\C=N/[S@](=O)C(C)(C)C)F)F (R)-N-[(1Z)-(5-bromo-2,3-difluorophenyl)methylidene]-2-methylpropane-2-sulfinamide